FC(CCS(=O)(=O)NC1=C(C=C(C=C1)C1=NC=2C=NC(=NC2N(C1=O)C(C)C)NC1CCC(CC1)N(C)CCF)F)(F)F 3,3,3-Trifluoro-N-(2-fluoro-4-(2-(((1r,4r)-4-((2-fluoroethyl)(methyl)amino)cyclohexyl)amino)-8-isopropyl-7-oxo-7,8-dihydropteridin-6-yl)phenyl)propane-1-sulfonamide